C(C1=CC=CC=C1)C1=CC=C(C=C1)C=1C(N(C2=CC=CC=C2N1)C)=O 3-(4-benzylphenyl)-1-methylquinoxalin-2(1H)-one